5-((3-(dimethylamino)phenyl)amino)pyrido[4,3-e][1,2,3]triazolo[1,5-a]pyrimidine-3-carboxylic acid CN(C=1C=C(C=CC1)NC1=NC=2N(C3=C1C=CN=C3)N=NC2C(=O)O)C